tert-butyl (2-(4-(5-fluoro-1-methyl-1H-indazol-6-yl)-3-(1-(4-oxopentanoyl)piperidin-4-yl)-1H-pyrazolo[3,4-b]pyridin-1-yl)acetyl)glycylglycinate FC=1C=C2C=NN(C2=CC1C1=C2C(=NC=C1)N(N=C2C2CCN(CC2)C(CCC(C)=O)=O)CC(=O)NCC(=O)NCC(=O)OC(C)(C)C)C